2-[(butylthiocarbonyl)thio]propionic acid C(CCC)C(=S)SC(C(=O)O)C